4-{5-[(3,4-difluorobenzylamino)methyl]-2-thienyl}-6-[2-(p-fluorophenyl)ethyl]-2-isobutyl-5-(5-methyl-1,3,4-oxadiazol-2-yl)nicotinamide FC=1C=C(CNCC2=CC=C(S2)C2=C(C(=NC(=C2C(=O)N)CC(C)C)CCC2=CC=C(C=C2)F)C=2OC(=NN2)C)C=CC1F